NC1=CC=C(C=N1)C1=CC=C(C(=N1)OC(C)C)NC(=O)C=1C(=NOC1C)C1=CC=CC=C1 [6-(6-amino-3-pyridinyl)-2-isopropoxy-3-pyridinyl]-5-methyl-3-phenyl-isoxazole-4-carboxamide